Methyl 6-((2-((S)-1-amino-2,2-dicyclopropylethyl)imidazo[1,2-b]pyridazin-6-yl)methyl)-5-oxo-4-azaspiro[2.4]heptane-6-carboxylate N[C@@H](C(C1CC1)C1CC1)C=1N=C2N(N=C(C=C2)CC2(C(NC3(CC3)C2)=O)C(=O)OC)C1